5-(2-amino-[1,2,4]triazolo[1,5-a]pyridin-7-yl)-N-(2-isobutoxybenzyl)-2-methoxynicotinamide NC1=NN2C(C=C(C=C2)C=2C=NC(=C(C(=O)NCC3=C(C=CC=C3)OCC(C)C)C2)OC)=N1